ClC1=C2C3=C(N=CN=C3C(=C1C1=C(C=CC=C1C)O)F)N1[C@H](CO2)CNCC1 2-[(8aS)-6-chloro-4-fluoro-8,8a,9,10,11,12-hexahydropyrazino[2',1':3,4][1,4]oxazepino[5,6,7-de]quinazolin-5-yl]-3-methylphenol